1-naphthyl-phenylsilane C1(=CC=CC2=CC=CC=C12)[SiH2]C1=CC=CC=C1